2-((9S,10as)-8-chloro-7-fluoro-10a-phenyl-1,2,3,4,10,10a-hexahydropyrazino[1,2-a]indol-9-yl)-3-fluoro-4-(methylamino)benzamide ClC1=C(C=2C[C@]3(N(C2C=C1F)CCNC3)C3=CC=CC=C3)C3=C(C(=O)N)C=CC(=C3F)NC